FC1=C(C=CC(=C1)C1=NO[C@H](C1)CO)C1=CC=C(C=C1)OC1CN(C1)C [(5R)-3-{2-Fluoro-4'-[(1-methylazetidin-3-yl)oxy][1,1'-biphenyl]-4-yl}-4,5-dihydro-1,2-oxazol-5-yl]methanol